(5R)-3,3-difluoro-5-(2-methyl-5-oxopyrrolidin-1-yl)piperidine-1-carboxylic acid 5-chloropyridin-2-yl ester ClC=1C=CC(=NC1)OC(=O)N1CC(C[C@H](C1)N1C(CCC1=O)C)(F)F